tert-butyl 4-(4-((1-isopropyl-1H-imidazol-5-yl)methoxy)phenyl)-1H-imidazole-1-carboxylate C(C)(C)N1C=NC=C1COC1=CC=C(C=C1)C=1N=CN(C1)C(=O)OC(C)(C)C